2-methoxy-5-methylsulfonyl-N-prop-2-ynyl-aniline COC1=C(NCC#C)C=C(C=C1)S(=O)(=O)C